C(C)OC1=CC=C(C=N1)C1=CC=C(CN2C=CC=3C(=NC=C(C32)C(=O)NC3CC2(CCC2)C3)OC)C=C1 (Ra)-6-(1-(4-(6-Ethoxypyridin-3-yl)benzyl)-4-methoxy-1H-pyrrolo[3,2-c]pyridin-7-carboxamido)spiro[3.3]heptan